tert-butyl 4-(4-(4-(1-(tert-butoxycarbonyl)-1,2,3,6-tetrahydropyridin-4-yl)-2-methylbenzamido)-2-fluorophenyl)-3,6-dihydropyridine-1(2H)-carboxylate C(C)(C)(C)OC(=O)N1CCC(=CC1)C1=CC(=C(C(=O)NC2=CC(=C(C=C2)C=2CCN(CC2)C(=O)OC(C)(C)C)F)C=C1)C